lithium-aluminum-cobalt oxide [Co]=O.[Al].[Li]